C(C)(C)(C)C=1C=C(N(N1)C1=CC=C(C=C1)CN1CCOCC1)N 5-tert-butyl-2-[4-(morpholinomethyl)phenyl]pyrazol-3-amine